(R)-7-amino-6-bromo-N-(1-(6-fluoropyridin-2-yl)ethyl)-N-((5-(trifluoromethyl)pyridin-2-yl)methyl)-1,8-naphthyridine-3-carboxamide NC1=C(C=C2C=C(C=NC2=N1)C(=O)N(CC1=NC=C(C=C1)C(F)(F)F)[C@H](C)C1=NC(=CC=C1)F)Br